ClC1=CC(=C(O[C@H](C(=O)O)CF)C=C1Cl)C(C)(F)F (R)-2-[4,5-dichloro-2-(1,1-difluoroethyl)phenoxy]-3-fluoropropionic acid